(2S,3R,4S,5S,6S)-2-(4-(((ethylcarbamoyl)oxy)methyl)-2-nitrophenoxy)-6-(methoxycarbonyl)tetrahydro-2H-pyran-3,4,5-triyl triacetate C(C)(=O)O[C@H]1[C@@H](O[C@@H]([C@H]([C@@H]1OC(C)=O)OC(C)=O)C(=O)OC)OC1=C(C=C(C=C1)COC(NCC)=O)[N+](=O)[O-]